CC=1C=C(N)C=CC1OC1=CC2=C(N(C=N2)C)C=C1 3-methyl-4-(1-methylbenzimidazol-5-yl)oxy-aniline